tert-butyl N-[2-cyclopropyl-4-({[2-(trifluoromethyl)phenyl]methyl}carbamoyl)-1,3-thiazol-5-yl]carbamate C1(CC1)C=1SC(=C(N1)C(NCC1=C(C=CC=C1)C(F)(F)F)=O)NC(OC(C)(C)C)=O